C(CCCCCCCCCCCCCCC)(=O)OC[C@@H](OC(CCCCCCCCCCCCCCC)=O)CO ls-1,2-dipalmitoyl-sn-glycerol